NCCC(=O)N1[C@@H](C[C@@H](O)C1)C(=O)C(C1=CC=CC=C1)[N-]C(CCCN)=O beta-alanyl-hydroxyprolyl-aminobutyrylbenzylamide